CS(=O)(=O)C1=CC=C(C=C1)N1CN=C(N=C1C(Cl)(Cl)Cl)C(Cl)(Cl)Cl 1-(4-methylsulfonylphenyl)-4,6-bis(trichloromethyl)-1,3,5-triazine